oct-2-enoic acid C(C=CCCCCC)(=O)O